C(CCCCCCC\C=C/CCCCCCCC)OC[C@@H](OCCCCCCCC\C=C/CCCCCCCC)COP(=O)(O)OCCN 1,2-dioleyl-sn-glycero-3-phosphorylethanolamine